N-(4-(4-(azetidine-2-carbonyl)piperazine-1-carbonyl)-3-chlorophenyl)-5-(1-(cyclobutylmethyl)-3-(trifluoromethyl)-1H-pyrazol-4-yl)-1-methyl-1H-imidazole-2-carboxamide hydrochloride Cl.N1C(CC1)C(=O)N1CCN(CC1)C(=O)C1=C(C=C(C=C1)NC(=O)C=1N(C(=CN1)C=1C(=NN(C1)CC1CCC1)C(F)(F)F)C)Cl